NCCC1OC2=C(C1)C=C(C=C2[C@@H](C)NC2=NC=1N(C=C2)N=CC1C(=O)O)F 5-(((1R)-1-(2-(2-aminoethyl)-5-fluoro-2,3-dihydrobenzofuran-7-yl)ethyl)amino)pyrazolo[1,5-a]pyrimidine-3-carboxylic acid